CC1=C2C=CNC2=CC(=C1C#N)C 4,6-dimethyl-1H-indole-5-carbonitrile